COC1CN(C1)C(=O)O[C@@H]1CC[C@H](CC1)C(N(C[C@@H]1CC[C@H](CC1)C1=NC(=C(C=C1)OC)C)C1=NC=CC(=C1)C=1C=NN(C1)C(C)C)=O trans-4-((4-(1-Isopropyl-1H-pyrazol-4-yl)pyridin-2-yl)((trans-4-(5-methoxy-6-methylpyridin-2-yl)cyclohexyl)methyl) carbamoyl)cyclohexyl 3-methoxyazetidine-1-carboxylate